2-AMINOCYCLOPENTANEACETIC ACID NC1C(CCC1)CC(=O)O